C[C@](N)(CC1=C(C=CC=C1)F)C(=O)O |o1:1| (S) or (R)-α-methyl-o-fluorophenylalanine